BrC1=C(SC=C1)C1(CC1)C=1NC(C2=C(N1)CCN(C2)C([C@H](O)C2=CC(=CC=C2)Cl)=O)=O (R)-2-(1-(3-bromothiophen-2-yl)cyclopropyl)-6-(2-(3-chlorophenyl)-2-hydroxyacetyl)-5,6,7,8-tetrahydropyrido[4,3-d]pyrimidin-4(3H)-one